ClC=1C=C(C(=O)NCC2=NC=C3C=CC(=NC3=C2)C2=NC(=CC=C2)N2C[C@@H](O[C@@H](C2)C)C)C=C(C1C)S(=O)(=O)CCO 3-chloro-N-((2-(6-((cis)-2,6-dimethylmorpholino)pyridin-2-yl)-1,6-naphthyridin-7-yl)methyl)-5-((2-hydroxyethyl)sulfonyl)-4-methylbenzamide